ClC1=C(CNC(=O)[C@]2(C=3C=CC=NC3[C@H](CC2)O)F)C=CC(=C1)C (5s,8s)-N-(2-chloro-4-methylbenzyl)-5-fluoro-8-hydroxy-5,6,7,8-tetrahydroquinoline-5-carboxamide